C(C)(=O)OCC=C(C=O)C 4-acetyloxy-2-methyl-2-butenal